2'-(propane-2,2-diylbis(oxy))bis(ethane-1-amine) CC(C)(OCCN)OCCN